2-bromo-N-[5-(3,4-difluorophenoxy)pyridin-2-yl]propenamide BrC(C(=O)NC1=NC=C(C=C1)OC1=CC(=C(C=C1)F)F)=C